ClC1=CC(=NC=C1F)[C@H](COC)NC(OC(C)(C)C)=O |r| tert-butyl rac-{1-(4-chloro-5-fluoropyridin-2-yl)-2-methoxyethyl}carbamate